2-(3-tert-butylphenyl)-N-((5-(2,6-dioxopiperidin-3-yl)-4-oxo-5,6-dihydro-4H-thieno[3,4-c]pyrrol-1-yl)methyl)-2-oxoacetamide C(C)(C)(C)C=1C=C(C=CC1)C(C(=O)NCC=1SC=C2C1CN(C2=O)C2C(NC(CC2)=O)=O)=O